3-(3-Chloro-5-fluoro-2-methoxyanilino)-2-(3-{[(2S)-4-methylmorpholin-2-yl]methoxy}pyridin-4-yl)-1,5,6,7-tetrahydro-4H-pyrrolo[3,2-c]pyridin-4-one ClC=1C(=C(NC2=C(NC3=C2C(NCC3)=O)C3=C(C=NC=C3)OC[C@@H]3CN(CCO3)C)C=C(C1)F)OC